ClC=1C2=C(C=NC1)CN(C2)C2CCC1=C(NC(=N1)C1=C(C=CC=C1)Cl)C2 6-(7-chloro-1,3-dihydro-2H-pyrrolo[3,4-c]pyridin-2-yl)-2-(2-chlorophenyl)-4,5,6,7-tetrahydro-1H-benzo[d]imidazole